C(C)N1CCN(CC1)C(=O)C=1C=CC(=NC1)[N+](=O)[O-] 5-(4-ethylpiperazine-1-carbonyl)-2-nitropyridine